tert-butyl-4-((6-(4-chlorobenzyl)-4-(trifluoromethyl)pyridin-2-yl)oxy)piperidine-1-carboxylate C(C)(C)(C)OC(=O)N1CCC(CC1)OC1=NC(=CC(=C1)C(F)(F)F)CC1=CC=C(C=C1)Cl